2-[3-(difluoromethyl)-5-isoxazolyl]-3-fluorophenol FC(C1=NOC(=C1)C1=C(C=CC=C1F)O)F